(5S,8S)-N-(2-chloro-3-fluorobenzyl)-5-fluoro-8-hydroxy-5,6,7,8-tetra-hydroquinoline-5-carboxamide ClC1=C(CNC(=O)[C@]2(C=3C=CC=NC3[C@H](CC2)O)F)C=CC=C1F